(S,Z)-4-((2-((tert-butoxycarbonyl)amino)-1-carboxyethyl)amino)-4-carbonylbut-2-enoic acid C(C)(C)(C)OC(=O)NC[C@@H](C(=O)O)NC(\C=C/C(=O)O)=C=O